4-isothiocyanato-2-(trifluoromethyl)pyridine N(=C=S)C1=CC(=NC=C1)C(F)(F)F